C(C)NCC1=C2C(=NC(=C1)C(=O)NC1=CC(=CC=C1)C1(CC(C1)CC#N)C1=NN=CN1C)C(CN2)(C)C 7-[(ethylamino)methyl]-3,3-dimethyl-N-{3-[(1s,3s)-3-(cyanomethyl)-1-(4-methyl-1,2,4-triazol-3-yl)cyclobutyl]phenyl}-1H,2H-pyrrolo[3,2-b]pyridine-5-carboxamide